2-{1,1'-biphenyl-4-yl}-4-chloro-6-phenyl-1,3,5-triazine C1(=CC=C(C=C1)C1=NC(=NC(=N1)Cl)C1=CC=CC=C1)C1=CC=CC=C1